2-((1-(4,7-dimethyl-5-oxo-3-vinyl-4,5-dihydroimidazo[1,5-a]quinazolin-9-yl)ethyl)amino)benzoic acid methyl ester COC(C1=C(C=CC=C1)NC(C)C=1C=C(C=C2C(N(C=3N(C12)C=NC3C=C)C)=O)C)=O